CC1=C(C=C(C=C1)C)C1=NC(=NO1)[C@@H]1CC12CCN(CC2)S(=O)(=O)N (1R)-1-[5-(2,5-dimethylphenyl)-1,2,4-oxadiazol-3-yl]-6-azaspiro[2.5]octane-6-sulfonamide